methyl (S)-5-(3-aminoprop-1-yn-1-yl)-2-(3-(2-(4-(4-chlorophenyl)-2,3,9-trimethyl-6H-thieno[3,2-f][1,2,4]triazolo[4,3-a][1,4]diazepin-6-yl)acetamido)prop-1-yn-1-yl)furan-3-carboxylate NCC#CC1=CC(=C(O1)C#CCNC(C[C@H]1C=2N(C3=C(C(=N1)C1=CC=C(C=C1)Cl)C(=C(S3)C)C)C(=NN2)C)=O)C(=O)OC